4-bromo-2,6-dichloro-3-methylphenol BrC1=C(C(=C(C(=C1)Cl)O)Cl)C